1-(7-methoxy-3-(4-(methylsulfonyl)piperazine-1-carbonyl)quinolin-4-yl)-4-phenylpiperidine-4-carbonitrile COC1=CC=C2C(=C(C=NC2=C1)C(=O)N1CCN(CC1)S(=O)(=O)C)N1CCC(CC1)(C#N)C1=CC=CC=C1